C[N+](CCC[Si](OCC)(OCC)OCC)(CCCCCCCCCCCCCCCCCCC)C dimethyl(nonadecyl)[3-(triethoxysilyl)propyl]ammonium